1,1-difluoro-N-(2-(oxazol-2-ylmethoxy)-4-(4,4,5,5-tetramethyl-1,3,2-dioxaborolan-2-yl)phenyl)methanesulfonamide FC(S(=O)(=O)NC1=C(C=C(C=C1)B1OC(C(O1)(C)C)(C)C)OCC=1OC=CN1)F